2-[3,5-Bis(propan-2-yl)phenyl]-N-[(1-methyl-1H-pyrazol-4-yl)({[(2S)-1-methylpyrrolidin-2-yl]methyl})sulfamoyl]acetamide sodium salt [Na].CC(C)C=1C=C(C=C(C1)C(C)C)CC(=O)NS(N(C[C@H]1N(CCC1)C)C=1C=NN(C1)C)(=O)=O